(4-chlorophenyl)methanesulfonyl chloride ClC1=CC=C(C=C1)CS(=O)(=O)Cl